(3Z)-N-(3-chlorophenyl)-3-({3,5-dimethyl-4-[(4-methylpiperazin-1-yl)carbonyl]-1H-pyrrol-2-yl}methylene)-N-methyl-2-oxoindoline-5-sulfonamide ClC=1C=C(C=CC1)N(S(=O)(=O)C=1C=C2/C(/C(NC2=CC1)=O)=C/C=1NC(=C(C1C)C(=O)N1CCN(CC1)C)C)C